C(C)(C=C)(CCC=C(C)C)C(C(=O)O)(C)C.CC(C(=O)OC(C=C)(CCC=C(C)C)C)C 3,7-dimethyloct-1,6-dien-3-yl 2-methylpropionate (linalyl isobutyrate)